FC1=C(C=CC(=N1)C(=O)NC)N1CCC(CC1)=O 6-fluoro-N-methyl-5-(4-oxopiperidin-1-yl)picolinamide